N,N'-Bis(2-hydroxyethyl)oxamide OCCNC(=O)C(=O)NCCO